C(=C\CCCC)/B1OC(C)(C)C(C)(C)O1 (E)-hex-1-enylboronic acid pinacol ester